3,6-dimethyl-2-morpholino-8-[1-(2-nitrophenoxy)ethyl]quinazolin-4-one CN1C(=NC2=C(C=C(C=C2C1=O)C)C(C)OC1=C(C=CC=C1)[N+](=O)[O-])N1CCOCC1